OC[C@@H]1N[C@H](C2=CC=CC(=C2C1)/C=C/C(C)(O)C)C (E)-4-((1s,3r)-3-(hydroxymethyl)-1-methyl-1,2,3,4-tetrahydroisoquinolin-5-yl)-2-methylbut-3-en-2-ol